benzothiazolium dibromide [Br-].[Br-].S1C=[NH+]C2=C1C=CC=C2.S2C=[NH+]C1=C2C=CC=C1